(Z)-2-(1-Benzylpyrrolidin-3-ylidene)-2-fluoroethan-1-ol C(C1=CC=CC=C1)N1C\C(\CC1)=C(\CO)/F